(2S)-({[2-(5-cyano-3-hydroxypyridin-2-yl)-1,3-thiazol-4-yl]acetyl}amino)(phenyl)ethanoic acid C(#N)C=1C=C(C(=NC1)C=1SC=C(N1)CC(=O)N[C@H](C(=O)O)C1=CC=CC=C1)O